FC(C1=CC=C(C=N1)OCC1CCN(CC1)C(=O)N1C[C@H]2[C@H](OCC(N2)=O)CC1)(F)F (-)-(4aS,8aR)-6-(4-(((6-(Trifluoromethyl)pyridin-3-yl)oxy)methyl)piperidine-1-carbonyl)hexahydro-2H-pyrido[4,3-b][1,4]oxazin-3(4H)-one